N-[2-(1,3-benzodioxol-5-yl)-1-methyl-ethyl]-N-methyl-2-(methylamino)acetamide HCl Cl.O1COC2=C1C=CC(=C2)CC(C)N(C(CNC)=O)C